ClC1=C(C=CC(=C1)Cl)/C(=C(/C=1C=C2C=NNC2=CC1)\C1=CC=C(C=C1)/C=C/C(=O)OCC)/CC (E)-Ethyl 3-(4-((E)-2-(2,4-dichlorophenyl)-1-(1H-indazol-5-yl)but-1-en-1-yl)phenyl)acrylate